4-(1-((3,3-difluorocyclopentyl)methyl)-3-methyl-4-(trifluoromethyl)-1H-pyrazole-5-carboxamido)picolinamide FC1(CC(CC1)CN1N=C(C(=C1C(=O)NC1=CC(=NC=C1)C(=O)N)C(F)(F)F)C)F